O=C1NC(CCC1N1C(C2=CC=C(C=C2C1)CN1C(C(=CC2=CC=CC=C12)C)C1=CC=CC=C1)=O)=O N-((2-(2,6-dioxopiperidin-3-yl)-1-oxoisoindolin-5-yl)methyl)-3-methyl-2-phenylquinoline